FC=1C=CC(=C(C1)C1CCN(CC1)C(=O)C1=NNC2=C1CN(CC2)C(=O)OC(C)(C)C)C(F)(F)F tert-butyl 3-(4-(5-fluoro-2-(trifluoromethyl)phenyl)piperidine-1-carbonyl)-1,4,6,7-tetrahydro-5H-pyrazolo[4,3-c]pyridine-5-carboxylate